C(=O)=C1COC=CC=N1 3-carbonyl-1,4-oxazepine